1-(4-(4-amino-7-cyclopropyl-7H-pyrrolo[2,3-d]pyrimidin-5-yl)-2-fluorophenyl)-3-(3-(1-((dimethylamino)methyl)cyclopropyl)isoxazol-5-yl)urea NC=1C2=C(N=CN1)N(C=C2C2=CC(=C(C=C2)NC(=O)NC2=CC(=NO2)C2(CC2)CN(C)C)F)C2CC2